2-(4-Bromopyrazol-1-yl)-5-(trifluoromethyl)pyridine BrC=1C=NN(C1)C1=NC=C(C=C1)C(F)(F)F